propynyl alcohol C(#CC)O